C(C1=CC=CC=C1)OCCC=1OC2=C(C=[N+](C=C2)[O-])N1 2-(2-(benzyloxy)ethyl)oxazolo[4,5-c]pyridine 5-oxide